FC1=CC=C(C=C1)N1N=C(C(=C1)C(=O)NC1=CC(=C(C=C1)C=O)OC)C 1-(4-fluorophenyl)-N-(4-formyl-3-methoxyphenyl)-3-methyl-1H-pyrazole-4-carboxamide